bis-(2-hydroxy-3-t-butyl-5-methylphenyl)methane OC1=C(C=C(C=C1C(C)(C)C)C)CC1=C(C(=CC(=C1)C)C(C)(C)C)O